C(C)OC(CCC=1C(=NC=CC1)N)=O 3-(2-aminopyridin-3-yl)propanoic acid ethyl ester